NC(C(=O)OC(C)C)C(COC)C1=CNC2=CC=CC(=C12)OCC1=CC=CC=C1 isopropyl 2-amino-3-(4-(benzyloxy)-1H-indol-3-yl)-4-methoxybutanoate